C1C[NH+]=C(N1)NC2=C(C=C(C=C2Cl)N)Cl The molecule is a guanidinium ion that is the conjugate acid of apraclonidine, obtained by protonation of the guanidino group. Major microspecies at pH 7.3. It is a conjugate acid of an apraclonidine.